tert-butyl (3S,4R)-3-((2-((1-ethyl-1H-pyrazol-4-yl) amino)-7-((2-(trimethylsilyl) ethoxy) methyl)-7H-pyrrolo[2,3-d]pyrimidin-4-yl) oxy)-4-fluoropyrrolidine-1-carboxylate C(C)N1N=CC(=C1)NC=1N=C(C2=C(N1)N(C=C2)COCC[Si](C)(C)C)O[C@H]2CN(C[C@H]2F)C(=O)OC(C)(C)C